2-(1-(difluoromethyl)-2-oxo-1,2-dihydropyridin-4-yl)-2H-1,2,3-triazole-4-carbaldehyde FC(N1C(C=C(C=C1)N1N=CC(=N1)C=O)=O)F